FC(CN1N=CC=2C1=NC(=CN2)N2CCC1(CCN(C1)C=1C(=NC(=NC1)C)C(F)(F)F)CC2)F 8-[1-(2,2-difluoroethyl)-1H-pyrazolo[3,4-b]pyrazin-6-yl]-2-[2-methyl-4-(trifluoromethyl)pyrimidin-5-yl]-2,8-diazaspiro[4.5]decane